tert-butyl (2S)-2-{[({[(2S,5R)-6-benzyloxy-7-oxo-1,6-diazabicyclo[3.2.1]oct-2-yl]carbonyl}amino)oxy]methyl}pyrrolidine-1-carboxylate C(C1=CC=CC=C1)ON1[C@@H]2CC[C@H](N(C1=O)C2)C(=O)NOC[C@H]2N(CCC2)C(=O)OC(C)(C)C